The molecule is a methyl ketone that is butan-2-one substituted by a cyano group at position 3. It has a role as a metabolite. It is a methyl ketone and a nitrile. It derives from a butan-2-one. CC(C#N)C(=O)C